Ethyl 1-(6-cyanopyridin-3-yl)-5-hydroxy-3-thioxo-1,2,3,6-tetrahydropyridazine-4-carboxylate C(#N)C1=CC=C(C=N1)N1NC(C(=C(C1)O)C(=O)OCC)=S